5,2',3'-trihydroxy-7,8-dimethoxyisoflavone OC1=C2C(C(=COC2=C(C(=C1)OC)OC)C1=C(C(=CC=C1)O)O)=O